2-((1s,4s)-4-((6'-((2-(1-(Cyclopropylsulfonyl)-1H-pyrazol-4-yl)pyrimidin-4-yl)amino)-5-((4-methylpiperidin-1-yl)sulfonyl)-[2,3'-bipyridin]-4'-yl)amino)cyclohexyl)propan-2-ol C1(CC1)S(=O)(=O)N1N=CC(=C1)C1=NC=CC(=N1)NC1=CC(=C(C=N1)C1=NC=C(C=C1)S(=O)(=O)N1CCC(CC1)C)NC1CCC(CC1)C(C)(C)O